N[C@@H]1CC[C@H](CC1)OC=1C=CC2=C(\C(\C(C=3C(=NC=NC23)N)(C)C)=N/OCC=2C(=NOC2C)C)C1 (6Z)-8-(trans-4-aminocyclohexoxy)-6-[(3,5-dimethylisoxazol-4-yl)methoxyimino]-5,5-dimethyl-benzo[h]quinazolin-4-amine